C(C)(C)(C)[Si](C1=CC=CC=C1)(C1=CC=CC=C1)C tertiary butyl-(methyl)diphenyl-silane